trans-6-{8-fluoro-2-methylimidazo[1,2-a]pyridin-6-yl}-3-[3-fluoropiperidin-4-yl]thieno[3,2-d]pyrimidin-4-one FC=1C=2N(C=C(C1)C1=CC=3N=CN(C(C3S1)=O)[C@H]1[C@@H](CNCC1)F)C=C(N2)C